5-bromo-N-tert-butyl-1H-pyrrole-3-sulfonamide BrC1=CC(=CN1)S(=O)(=O)NC(C)(C)C